(((4aR,10aR)-1-propyl-1,2,3,4,4a,5,10,10a-octahydrobenzo[g]quinoline-6,7-diyl)bis(oxy))bis(2-(hydroxymethyl)tetrahydro-2H-pyran-3,4,5-triol) C(CC)N1CCC[C@@H]2CC3=C(C[C@@H]12)C=CC(=C3OC3(OCC(C(C3O)O)O)CO)OC3(OCC(C(C3O)O)O)CO